tert-Butyl 4-[4-(5-{[(3R)-2-oxoazepan-3-yl]amino}[1,2,4]triazolo[1,5-c]quinazolin-2-yl)-1H-pyrazol-1-yl]piperidine-1-carboxylate O=C1NCCCC[C@H]1NC1=NC=2C=CC=CC2C=2N1N=C(N2)C=2C=NN(C2)C2CCN(CC2)C(=O)OC(C)(C)C